acetic acid palmitic anhydride C(CCCCCCCCCCCCCCC)(=O)OC(C)=O